ClC=1C=CC2=C(N=C(O2)C=2C(=C(C=CC2)NC(C2=C(C=C(C=C2)[N+](=O)[O-])F)=O)C)C1 N-(3-(5-chlorobenzo[d]oxazol-2-yl)-2-methylphenyl)-2-fluoro-4-nitrobenzamide